[BH4-].[Nd+3].[BH4-].[BH4-] Neodymium Borohydride